{1-[2,6-difluoro-4-(5-fluoro-4-isobutoxy-pyrimidin-2-yl)-phenyl]-piperidin-4-yl}-acetic acid FC1=C(C(=CC(=C1)C1=NC=C(C(=N1)OCC(C)C)F)F)N1CCC(CC1)CC(=O)O